6-methoxy-7-(3-methyl-6-(pyrazolo[1,5-a]pyrimidin-3-yl)-1H-pyrazolo[4,3-c]pyridin-1-yl)-2H-benzo[b][1,4]thiazin-3(4H)-one COC1=CC2=C(SCC(N2)=O)C=C1N1N=C(C=2C=NC(=CC21)C=2C=NN1C2N=CC=C1)C